C(C)(C)N1CC(C1)OC1=CC=C(C(=O)O)C=C1 4-((1-isopropylazetidin-3-yl)oxy)benzoic acid